C(C)C1=C(C(=CC(=C1)N)CC)N 2,6-diethyl-p-phenylenediamine